C(C1=CC=CC=C1)N1N=CC2=CC=C(C=C12)C(=O)O 1-benzyl-1H-indazole-6-carboxylic acid